O1C(=CC=C1)C(=O)NC=1C=C2C(=CNC2=CC1)C=1CCN(CC1)C(C)CC 5-(2-furoyl)amino-3-(1-(sec-butyl)-1,2,3,6-tetrahydropyridin-4-yl)-1H-indole